triethoxyoctylsilane titanium [Ti].C(C)OC(CCCCCCC[SiH3])(OCC)OCC